ClC1=CC=C(C=C1)[C@](C)(C#C)C=1N=C(SC1)NC(=O)N1CC(C1)CO (S)-N-(4-(2-(4-chlorophenyl)but-3-yn-2-yl)thiazol-2-yl)-3-(hydroxymethyl)azetidine-1-carboxamide